2-[[6-([5-chloro-2-[4-(4-[3-[2-(2-hydroxyethoxy)ethoxy]propoxy]phenyl)piperidin-1-yl]pyrimidin-4-yl]amino)-1-methyl-2-oxoquinolin-3-yl]oxy]-N-methylacetamide ClC=1C(=NC(=NC1)N1CCC(CC1)C1=CC=C(C=C1)OCCCOCCOCCO)NC=1C=C2C=C(C(N(C2=CC1)C)=O)OCC(=O)NC